N-(cyclohexylmethyl)-2-methylundecan-1-imine oxide C1(CCCCC1)C[N+](=CC(CCCCCCCCC)C)[O-]